(5-(3,3-Dimethylpiperidin-4-yl)-1-oxoisoindolin-2-yl)piperidine-2,6-dione hydrochloride Cl.CC1(CNCCC1C=1C=C2CN(C(C2=CC1)=O)N1C(CCCC1=O)=O)C